4-[[(2r,3s,4s,5r)-3-(3,4-difluoro-2-methoxy-phenyl)-4,5-dimethyl-5-(trifluoromethyl)tetrahydrofuran-2-carbonyl]amino]-3-fluoro-pyridine-2-carboxamide FC=1C(=C(C=CC1F)[C@H]1[C@@H](O[C@]([C@H]1C)(C(F)(F)F)C)C(=O)NC1=C(C(=NC=C1)C(=O)N)F)OC